4-(sulfamoyl)-2-ethynylbenzaldehyde S(N)(=O)(=O)C1=CC(=C(C=O)C=C1)C#C